Cl.NC=1C(N(C=CC1)C1(CC1)C)=O 3-amino-1-(1-methylcyclopropyl)pyridin-2(1H)-one hydrochloride